6-chloro-8-(3-fluoro-3-phenylazetidin-1-yl)imidazo[1,2-b]pyridazine ClC=1C=C(C=2N(N1)C=CN2)N2CC(C2)(C2=CC=CC=C2)F